FC1(CCC(CC1)O)CNC1=C(C=C(C=C1)S(=O)(=O)N)[N+](=O)[O-] 4-(((1-fluoro-4-hydroxycyclohexyl)methyl)amino)-3-nitrobenzenesulfonamide